2-fluoropropan-1-amine hydrochloride Cl.FC(CN)C